COC1=NC=C(C=N1)C=1C=CC(=NC1)NC(=O)N 1-(5-(2-methoxypyrimidin-5-yl)pyridin-2-yl)urea